C1(NCC12CNCC2)C(=O)OC(C)(C)C tert-butyl 2,6-diazaspiro[3.4]octane-carboxylate